C1[C@H]([C@H]([C@H](O[C@]1(C(=O)O)OC[C@H]([C@@H]2[C@@H]([C@@H](C[C@@](O2)(C(=O)O)O[C@@H]3C[C@@](O[C@@H]([C@@H]3O)[C@@H](CO)O)(C(=O)O)OC[C@@H]4[C@H]([C@@H]([C@H]([C@@H](O4)OC[C@@H]5[C@H]([C@@H]([C@H]([C@H](O5)OP(=O)(O)O)N)O)O)N)O)OP(=O)(O)O)O)O)O)[C@@H](CO)O)O)O The molecule is a six-membered oligosaccharide phosphate antigen consisting of three 3-deoxy-D-manno-oct-2-ulose residues and two glucosamine residues (one at the reducing end) in a linear sequence, with two phosphate groups attached. It has a role as an antigen. It is a glucosamine oligosaccharide and an oligosaccharide phosphate.